tert-butyl N-[3-(2-nitro-1H-imidazol-1-yl)propyl]carbamate [N+](=O)([O-])C=1N(C=CN1)CCCNC(OC(C)(C)C)=O